8-bromo-5-methyl-3-((1-methyl-1H-pyrazol-3-yl)methyl)-3H-pyrido[4',3':4,5]pyrrolo[2,3-d]pyridazin-4(5H)-one BrC1=CC2=C(N(C=3C(N(N=CC32)CC3=NN(C=C3)C)=O)C)C=N1